ClC=1C=C(C(=NC1F)N1N=C(NC1=O)C)F 2-(5-chloro-3,6-difluoro-2-pyridinyl)-5-methyl-4H-1,2,4-triazol-3-one